CC1C=CC(=N1)NC1=CC=C(C=C1)N1CCOCC1 5-methyl-2-(4-morpholinophenylamino)-5H-pyrrole